C(C)OC(\C=C\[C@H]1[C@@H](C([C@H]([C@@H]1C1=CC=CC=C1)C)=O)CC(=O)OCC)=O (2E)-3-((1R,2S,4S,5R)-2-(2-ethoxy-2-oxoethyl)-4-methyl-3-oxo-5-phenylcyclopentyl)-2-propenoic acid ethyl ester